Cl.NC=1SC(=CN1)C(COC)N1C(CCC(C1)(F)F)=O 1-(1-(2-aminothiazol-5-yl)-2-methoxyethyl)-5,5-difluoropiperidin-2-one hydrochloride